9-fluoro-7-methoxy-1,3,4,6,11,11a-hexahydro-2H-pyrido[1,2-b]isoquinoline FC1=CC=2CC3N(CC2C(=C1)OC)CCCC3